(4-(2-chlorophenyl)thiazol-2-yl)-5-(4-(1-methylpiperidine-3-carbonyl)piperazin-1-yl)picolinamide hemiformate C(=O)O.ClC1=C(C=CC=C1)C=1N=C(SC1)C=1C(=NC=C(C1)N1CCN(CC1)C(=O)C1CN(CCC1)C)C(=O)N.ClC1=C(C=CC=C1)C=1N=C(SC1)C=1C(=NC=C(C1)N1CCN(CC1)C(=O)C1CN(CCC1)C)C(=O)N